C1(CC1)N1C(C(=CC2=C1N=C(N=C2)NC2=C(C=C(C=C2)N2CCN(CC2)C)OC)C)=O 8-Cyclopropyl-2-((2-methoxy-4-(4-methylpiperazin-1-yl)phenyl)amino)-6-methylpyrido[2,3-d]pyrimidine-7(8H)-one